C(#N)/C(/C(=O)OCC)=C/OCC (Z)-ethyl 2-cyano-3-ethoxyacrylate